[N+](=O)([O-])[O-].[Li+].FS(=N)F.[Li+].[N+](=O)([O-])[O-] lithium difluorosulfimide lithium nitrate